butyl 6-methylsulfonyloxy-2-azaspiro[3.3]heptane-2-carboxylate CS(=O)(=O)OC1CC2(CN(C2)C(=O)OCCCC)C1